OC1=CC=C(C=C1)C1(CCC(CC1)C)C1=CC=C(C=C1)O 1,1-Bis-(4-hydroxyphenyl)-4-methyl-cyclohexan